C(C1=CC=CC=C1)C1CN(CC1)C1=CC=CC(=N1)S(=O)(=O)NC(=O)C=1C(=NC=CC1)N1C(CC(C1)C)(C)C N-[[6-(3-benzylpyrrolidin-1-yl)-2-pyridyl]sulfonyl]-2-(2,2,4-trimethylpyrrolidin-1-yl)pyridin-3-carboxamid